5-chlorospiro[1H-pyrrolo[3,2-b]pyridine-3,4'-cyclohexane]-1',2-dione ClC1=CC=C2C(=N1)C1(CCC(CC1)=O)C(N2)=O